(S)-8-(2-amino-6-((R)-1-(5-chloro-3'-fluoro-4'-isopropoxy-[1,1'-biphenyl]-2-yl)-2,2,2-trifluoroethoxy)pyrimidin-4-yl)-2,8-diazaspiro[4.5]decane-3-carboxylic acid NC1=NC(=CC(=N1)N1CCC2(C[C@H](NC2)C(=O)O)CC1)O[C@@H](C(F)(F)F)C1=C(C=C(C=C1)Cl)C1=CC(=C(C=C1)OC(C)C)F